tert-butyl 2-(6-bromo-2-methylquinolin-3-yl)-4-cyanobutanoate BrC=1C=C2C=C(C(=NC2=CC1)C)C(C(=O)OC(C)(C)C)CCC#N